1-(4-(2-(4-bromophenyl)propan-2-yl)thiazol-2-yl)-3-((2-((2-hydroxyethyl)amino)pyrimidin-5-yl)methyl)urea BrC1=CC=C(C=C1)C(C)(C)C=1N=C(SC1)NC(=O)NCC=1C=NC(=NC1)NCCO